(S)-4-bromo-5-methyl-1-(oxetan-2-ylmethyl)-1H-imidazole-2-carbaldehyde BrC=1N=C(N(C1C)C[C@H]1OCC1)C=O